2-methyl-1,5-pentanediol glutarate C(CCCC(=O)O)(=O)O.CC(CO)CCCO